OC1(CC(C1)C(=O)N1CC2(C1)CC(C2)CC2=NC(=C(C=C2)C(F)(F)F)OC(C)C)C ((1s,3s)-3-Hydroxy-3-methylcyclobutyl)(6-((6-isopropoxy-5-(trifluoromethyl)pyridin-2-yl)methyl)-2-azaspiro[3.3]heptan-2-yl)methanone